CO[C@H]1[C@@H](O[C@@H]([C@H]1O)CO)N1C(=S)NC(=O)C=C1 O-methyl-2-thiouridine